C1(=CC=CC=C1)[B-](C1=CC=CC=C1)(C1=CC=CC=C1)C1=CC=CC=C1.CC=1C=C(C=CC1)C(C[PH3+])(C1=CC(=CC=C1)C)C1=CC(=CC=C1)C tris(3-methylphenyl)ethylphosphonium tetraphenylborate